methyl 5-chloro-1-((2-phenylthiazol-5-yl) methyl)-1H-indazole-7-carboxylate ClC=1C=C2C=NN(C2=C(C1)C(=O)OC)CC1=CN=C(S1)C1=CC=CC=C1